FC1=CN=CC2=C1N=C(N=C2)OC2CCC=1C=NNC1C2 8-fluoro-2-((4,5,6,7-tetrahydro-1H-indazol-6-yl)oxy)pyrido[4,3-d]pyrimidine